FC(C(=O)O)(F)F.ClC1=CC=C(CC2=NN=C(O2)[C@@H]2CC[C@H](CC2)N)C=C1 trans-4-(5-(4-chlorobenzyl)-1,3,4-oxadiazol-2-yl)cyclohexanamine 2,2,2-trifluoroacetate